6-nondienol C=CC=CCC(CCC)O